FC(OC1=C(C=C(C(=C1)N(C)CCN(C)C)N)NC1=NC=CC(=N1)C=1C=C(C2=C(N(C(=N2)C)C(C)C)C1)F)F 5-(difluoromethoxy)-N1-(2-(dimethylamino)ethyl)-N4-(4-(4-fluoro-1-isopropyl-2-methyl-1H-benzo[d]imidazole-6-yl)pyrimidin-2-yl)-N1-methylbenzene-1,2,4-triamine